(S)-N-(5-methyl-7-((6-methylpyridin-2-yl)ethynyl)-4-oxo-2,3,4,5-tetrahydrobenzo[b][1,4]oxazepin-3-yl)-4-phenoxypicolinamide CN1C2=C(OC[C@@H](C1=O)NC(C1=NC=CC(=C1)OC1=CC=CC=C1)=O)C=CC(=C2)C#CC2=NC(=CC=C2)C